2-chloro-3-fluoro-benzoic acid ClC1=C(C(=O)O)C=CC=C1F